N-methyl-5-bromo-2-fluorobenzylamine CNCC1=C(C=CC(=C1)Br)F